CC1=C(C=C(C=C1)C(NC1=CC(=C(C=C1)CN1CCN(CC1)C)C(F)(F)F)=O)C=1C=C2C=NC(NC2=CC1)=O 6-(2-methyl-5-((4-((4-methylpiperazin-1-yl)methyl)-3-(trifluoromethyl)phenyl)carbamoyl)phenyl)quinazolinone